1-(((2S,3S,4S)-3-ethyl-4-fluoro-5-oxopyrrolidin-2-yl)methoxy)-7-methoxyOxyisoquinoline-6-carboxamide C(C)[C@H]1[C@H](NC([C@H]1F)=O)COC1=NC=CC2=CC(=C(C=C12)OOC)C(=O)N